ClC1=CC=C(C=C1)C[C@@H](CO)NC(OC(C)(C)C)=O tert-butyl (S)-(1-(4-chlorophenyl)-3-hydroxypropan-2-yl)carbamate